FC=1C=C(C=CC1OC)N1CCC(CC1)N 1-(3-fluoro-4-methoxyphenyl)piperidin-4-amine